{2-[4-(chloromethyl)phenoxy]ethyl}dimethylamine hydrochloride Cl.ClCC1=CC=C(OCCN(C)C)C=C1